(3R,4R,5R)-3,4-bis(benzyloxy)-5-[(benzyloxy)methyl]-2-[2-chloro-4-(cyclopentylamino)thieno[3,2-d]pyrimidin-7-yl]oxolan-2-ol C(C1=CC=CC=C1)O[C@H]1C(O[C@@H]([C@H]1OCC1=CC=CC=C1)COCC1=CC=CC=C1)(O)C1=CSC2=C1N=C(N=C2NC2CCCC2)Cl